Fluorocytosine-phosphate P(=O)(O)(O)O.FNC1=NC(NC=C1)=O